1-Cyclopentyl-7-((4-(4-methylpiperazin-1-yl)-2-(trifluoromethoxy)phenyl)amino)pyrimido[4,5-d]pyrimidine C1(CCCC1)N1CN=CC=2C1=NC(=NC2)NC2=C(C=C(C=C2)N2CCN(CC2)C)OC(F)(F)F